3-bromopyridine-4-carbaldehyde BrC=1C=NC=CC1C=O